N[C@H]1[C@H](C2=CC=CC=C2C1)N(C=1C=C2C(N(C(C2=CC1)=O)C1C(NC(CC1)=O)=O)=O)C 5-(((1S,2R)-2-amino-2,3-dihydro-1H-inden-1-yl)(methyl)amino)-2-(2,6-dioxopiperidin-3-yl)isoindoline-1,3-dione